tert-butyl (2R,3S,4S)-4-(acetyloxy)-3-({[(3-fluorophenyl)methyl]carbamoyl}oxy)-2-{[4-(1,3-oxazol-5-yl)phenyl]methyl}pyrrolidine-1-carboxylate C(C)(=O)O[C@@H]1[C@H]([C@H](N(C1)C(=O)OC(C)(C)C)CC1=CC=C(C=C1)C1=CN=CO1)OC(NCC1=CC(=CC=C1)F)=O